C(=CC)C1OCC2(CO1)COC(OC2)C=CC 3,9-di-1-propen-1-yl-2,4,8,10-tetraoxaspiro[5.5]undecane